2-cyclohex-2-en-1-yl-isoindoline-1,3-dione C1(C=CCCC1)N1C(C2=CC=CC=C2C1=O)=O